NC1=NC=C(C#N)C(=C1)NC1COCC1 6-amino-4-((tetrahydrofuran-3-yl)amino)nicotinonitrile